C(CCC)OC(NS(=O)(=O)C1=C(N=C(S1)CC(C)C)C1=CC=C(C=C1)CN1C(=NC=C1)C(C)(C)F)=O ((4-(4-((2-(2-fluoropropan-2-yl)-1H-imidazol-1-yl)methyl)phenyl)-2-isobutyl-thiazol-5-yl)sulfonyl)carbamic acid butyl ester